FC1=C(C=CC=C1F)C1=CC(=CC=C1)C[C@@H]1N(CC([C@@H]1NS(=O)(=O)C)(F)F)C(C(C)C)=O N-[(2S,3R)-2-[(2',3'-difluoro[1,1'-biphenyl]-3-yl)methyl]-4,4-difluoro-1-(2-methylpropanoyl)pyrrolidin-3-yl]methanesulfonamide